Cl.CC(C[C@@H](C(=O)N[C@@H](CC(=O)OCC)C=1C=C(C=C(C1F)F)C1=C(C=C(C=C1C)F)C)NC(=O)C1=CC=C2C(=N1)CNC2)C ethyl (3S)-3-[(2S)-4-methyl-2-({5H,6H,7H-pyrrolo[3,4-b]pyridin-2-yl}formamido)pentanamido]-3-{4,4',5-trifluoro-2',6'-dimethyl-[1,1'-biphenyl]-3-yl}propanoate hydrochloride